3-Cyano-N-(3-(1,6-dimethyl-1H-benzo[d]imidazol-5-yl)-4,5-difluorophenyl)-4-((E)-4-(((1r,4r)-4-methoxycyclohexyl)amino)but-2-eneamido)benzamide C(#N)C=1C=C(C(=O)NC2=CC(=C(C(=C2)F)F)C2=CC3=C(N(C=N3)C)C=C2C)C=CC1NC(\C=C\CNC1CCC(CC1)OC)=O